tert-butyl 4-(2-((4-(2,6-dioxopiperidin-3-yl)phenyl)amino)ethyl)piperidine-1-carboxylate O=C1NC(CCC1C1=CC=C(C=C1)NCCC1CCN(CC1)C(=O)OC(C)(C)C)=O